4-[(9aS)-2,3,4,6,7,8,9,9a-octahydro-1H-pyrido[1,2-a]pyrazin-7-yl]morpholine C1[C@H]2N(CCN1)CC(CC2)N2CCOCC2